N-Benzyloxycarbonyl-D-aspartic acid 1-t-butyl ester C(C)(C)(C)OC([C@H](NC(=O)OCC1=CC=CC=C1)CC(=O)O)=O